O1CCC(CC1)OCC1=NC2=CC=CC=C2C=C1 2-[(oxan-4-yloxy)methyl]quinolin